N-(2-Azetidin-1-yl-ethyl)-N'-[7-(3,6-dihydro-2H-pyran-4-yl)-4-methoxy-thiazolo[4,5-c]pyridin-2-yl]-terephthalamid N1(CCC1)CCNC(C1=CC=C(C(=O)NC=2SC3=C(C(=NC=C3C=3CCOCC3)OC)N2)C=C1)=O